Cl.C(CCCCCCCCCCC)N[C@@H](CCCNC(N)=N)C(=O)OCC ethyl laurylarginate HCl